C-{(S)-1-[3-(2-Chloro-pyridin-4-yl)-2-methyl-7,8-dihydro-6H-9-oxa-1,3a,4-triaza-cyclopenta[a]naphthalen-5-yl]-piperidin-3-yl}-methylamine ClC1=NC=CC(=C1)C1=C(N=C2N1N=C(C=1CCCOC21)N2C[C@@H](CCC2)CN)C